(S)-8-bromo-3-methyl-3,4-dihydrobenzo[f][1,4]oxazepin-5(2H)-one BrC1=CC2=C(C(N[C@H](CO2)C)=O)C=C1